N-(3''-fluoro-4''-((((1R,2R)-2-hydroxycyclopentyl)amino)methyl)-5''-methoxy-2,2'-dimethyl-[1,1':3',1''-terphenyl]-3-yl)-1-methyl-6-oxo-1,6-dihydropyrimidine-5-carboxamide FC=1C=C(C=C(C1CN[C@H]1[C@@H](CCC1)O)OC)C=1C(=C(C=CC1)C1=C(C(=CC=C1)NC(=O)C1=CN=CN(C1=O)C)C)C